NC1=NC=CC=C1C1=NC=2C(=NC(=CC2)C2=CC=CC=C2)N1C=1C=CC(=NC1)NC(C1=C(C=C(C=C1)C1=NSC(N1)=O)F)=O N-(5-(2-(2-aminopyridin-3-yl)-5-phenyl-3H-imidazo[4,5-b]pyridin-3-yl)pyridin-2-yl)-2-fluoro-4-(5-oxo-4,5-dihydro-1,2,4-thiadiazol-3-yl)benzamide